N-(2-(1H-1,2,4-triazol-5-yl)thiophen-3-yl)-2-(2,3-dihydrobenzo[b][1,4]dioxin-6-yl)acetamide N1N=CN=C1C=1SC=CC1NC(CC1=CC2=C(OCCO2)C=C1)=O